(E)-6-(4-ethoxyphenyl)-N'-((6-hydroxypyridin-2-yl)methylene)pyrazine-2-carbohydrazide C(C)OC1=CC=C(C=C1)C1=CN=CC(=N1)C(=O)N/N=C/C1=NC(=CC=C1)O